BrC=1C(C2=CC=CC=C2C(C1C1=NC=CC(=N1)N1C(CNCC1)N1CCNCC1)=O)=O 2-bromo-3-(2-(1-piperazinyl)piperazinopyrimidinyl)naphthoquinone